CN(C1=CC=C2C(=N1)ON=C2N)C N6,N6-Dimethylisoxazolo[5,4-b]pyridin-3,6-diamin